NC1(CC2=CC=C(C=C2C1)[N+](=O)[O-])C(=O)NC 2-amino-N-methyl-5-nitro-2,3-dihydro-1H-indene-2-carboxamide